[5-(trifluoromethyl)-1,2,4-oxadiazol-3-yl]benzaldehyde oxime FC(C1=NC(=NO1)C1=C(C=NO)C=CC=C1)(F)F